5-(5-(tert-butoxy)pyridin-2-yl)-N-(3-chloro-5-(methylsulfonyl)phenyl)-1-methyl-1H-pyrrole-3-carboxamide C(C)(C)(C)OC=1C=CC(=NC1)C1=CC(=CN1C)C(=O)NC1=CC(=CC(=C1)S(=O)(=O)C)Cl